ClC=1C=C(C=CC1F)NC(=O)C1=C(N=CN1C)C1CC2CC(CC2C1)(C1=NN(C=C1)C)O N-(3-chloro-4-fluorophenyl)-4-(5-hydroxy-5-(1-methyl-1H-pyrazol-3-yl)octahydropentalen-2-yl)-1-methyl-1H-imidazole-5-carboxamide